C(C)(C)(C)[Si](C)(C)OCC=1SC(=C(C1)C)Cl tert-butyl((5-chloro-4-methylthiophen-2-yl)methoxy)dimethylsilane